5-(4-(aminomethyl)oxazol-2-yl)-2-methoxybenzonitrile NCC=1N=C(OC1)C=1C=CC(=C(C#N)C1)OC